((5-bromopyridin-2-yl)methyl)carbamic acid tert-butyl ester C(C)(C)(C)OC(NCC1=NC=C(C=C1)Br)=O